NN1C(=NC(=C1C(=O)N)C1=CC=C(C=C1)C(NC1=NC=CC=C1)=O)C1N(CCCC1)C(C(=CC1CC1)C#N)=O 1-amino-2-(1-(2-cyano-3-cyclopropylacryloyl)piperidin-2-yl)-4-(4-(pyridin-2-ylcarbamoyl)phenyl)-1H-imidazole-5-carboxamide